(+-)-trans-N-(8-amino-6-chloro-2,7-naphthyridin-3-yl)-2-cyano-cyclopropanecarboxamide NC=1N=C(C=C2C=C(N=CC12)NC(=O)[C@H]1[C@@H](C1)C#N)Cl |r|